(4-nitrophenyl)(R)-3-methylmorpholine-4-Carboxylate [N+](=O)([O-])C1=CC=C(C=C1)OC(=O)N1[C@@H](COCC1)C